1-((3-bromophenyl)amino)-N-(tert-butyl)-3-oxo-1,3-dihydroisobenzofuran-1-carboxamide BrC=1C=C(C=CC1)NC1(OC(C2=CC=CC=C12)=O)C(=O)NC(C)(C)C